cyanomethyl-4-(7-(isoquinolin-8-yl)-2-(((S)-1-methylpyrrolidin-2-yl)methoxy)-5,6,7,8-tetrahydropyrido[3,4-d]pyrimidin-4-yl)piperazine-1-carboxylate C(#N)COC(=O)N1CCN(CC1)C=1C2=C(N=C(N1)OC[C@H]1N(CCC1)C)CN(CC2)C=2C=CC=C1C=CN=CC21